NCCN(CCN)CCN N',N'-bis(2-aminoethyl)ethylenediamine